C(=O)(OCCCC(C)C)OOC(=O)OCCCC(C)C diisohexyl peroxydicarbonate